ClC=1C=CC(=C(C1)[C@H]1C[C@H](C1)NC(=O)C=1C=NN(C1)CC=1C=NC(=NC1)SC)C#N N-((cis)-3-(5-chloro-2-cyanophenyl)cyclobutyl)-1-((2-(methylthio)pyrimidin-5-yl)methyl)-1H-pyrazole-4-carboxamide